[Cl-].C(C)S(=O)(=O)OC1=C2C(=CNC2=CC=C1)CC[NH+](CCC)CCC N-(2-(4-((ethylsulfonyl)oxy)-1H-indol-3-yl)ethyl)-N-propylpropan-1-aminium chloride